OCCN(CCN(CCC[Si](OC)(OC)OC)CCO)CCC[Si](OC)(OC)OC bis(hydroxyethyl)-N,N'-bis(trimethoxysilylpropyl)ethylenediamine